FC=1C(=NC=C(C1)F)CC1CC2(CN(C2)C(=O)N2CC3(C2)CC(C3)N3N=C(N=C3)C3(CC3)O)CC1 [6-[(3,5-difluoro-2-pyridyl)methyl]-2-azaspiro[3.4]octan-2-yl]-[6-[3-(1-hydroxycyclopropyl)-1,2,4-triazol-1-yl]-2-azaspiro[3.3]heptan-2-yl]methanone